COC(C(=COS(=O)(=O)C(F)(F)F)C=1C=C(C=CC1)C1=C(C(=C(C=C1)OC)OCCC)C#N)=O 2-(2'-cyano-4'-methoxy-3'-propoxy-[1,1'-biphenyl]-3-yl)-3-(((trifluoromethyl)sulfonyl)oxy)acrylic acid methyl ester